eicosyl-tris-(2-methoxyethoxy)silane ethyl-1-(2-(benzo[d]oxazol-2-ylamino)-4-(2-chlorophenyl)-6-methyl-1,4-dihydropyrimidine-5-carbonyl)piperidine-4-carboxylate C(C)OC(=O)C1CCN(CC1)C(=O)C=1C(N=C(NC1C)NC=1OC2=C(N1)C=CC=C2)C2=C(C=CC=C2)Cl.C(CCCCCCCCCCCCCCCCCCC)[Si](OCCOC)(OCCOC)OCCOC